COC1=CC=CC2=CC=C(C=C12)OC 1,7-dimethoxynaphthalene